3-(2-(2-(2-aminoethoxy)ethoxy)propanamido)-N-(4-methyl-5-nitrothiazol-2-yl)benzamide NCCOCCOC(C(=O)NC=1C=C(C(=O)NC=2SC(=C(N2)C)[N+](=O)[O-])C=CC1)C